COC1OC(C=2CCC(CC12)C1=CC(=CC=C1)OC)=O 3-methoxy-5-(3-methoxyphenyl)-4,5,6,7-tetrahydroisobenzofuran-1(3H)-one